(2S,4S)-4-fluoro-1-[2-[4-[(8-methyl-6-quinolinyl)amino]-1-piperidinyl]acetyl]pyrrolidine-2-carbonitrile F[C@H]1C[C@H](N(C1)C(CN1CCC(CC1)NC=1C=C2C=CC=NC2=C(C1)C)=O)C#N